formic acid, fumarate salt C(\C=C\C(=O)O)(=O)O.C(=O)O